C(CCC#C)N1CCN(CC1)C1=CC=CC=C1 1-(pent-4-yn-1-yl)-4-phenylpiperazine